N-[2-(2-{[(4-cyclopropyl-3-fluorophenyl)(phenyl)methyl]carbamoyl}-4-fluoropyrrolidin-1-yl)-2-oxoethyl]morpholine-4-carboxamide C1(CC1)C1=C(C=C(C=C1)C(C1=CC=CC=C1)NC(=O)C1N(CC(C1)F)C(CNC(=O)N1CCOCC1)=O)F